ClC1=CC(=NC=N1)NC1=CC(=C2N(C1=O)C1(NC2=O)CCCC1)C 6'-((6-CHLOROPYRIMIDIN-4-YL)AMINO)-8'-METHYL-2'H-SPIRO[CYCLOPENTANE-1,3'-IMIDAZO[1,5-A]PYRIDINE]-1',5'-DIONE